2-(4-benzyloxyphenoxy)acetaldehyde C(C1=CC=CC=C1)OC1=CC=C(OCC=O)C=C1